C(C)(=O)OCCCCCCCC=CC=CC dodec-8,10-diene-1-yl acetate